benzo[d]isothiazol-3-one 1,1-dioxide S1(NC(C2=C1C=CC=C2)=O)(=O)=O